5-{[(2,3,5-trichlorophenyl)methyl]sulfonamido}-1,3-thiazole-4-carboxylic acid ClC1=C(C=C(C=C1Cl)Cl)CS(=O)(=O)NC1=C(N=CS1)C(=O)O